ClC=1C=2C(=CNC2C2=C(C1)CN(S(N2)(=O)=O)CC2CN(CCC2)C(CCCCOC)=O)Cl 1-(3-((6,7-dichloro-2,2-dioxido-4,9-dihydro-[1,2,6]thiadiazino[4,3-g]indol-3(1H)-yl)methyl)piperidin-1-yl)-5-methoxypentan-1-one